hydrazino-diphenylpyrimidine N(N)C1=NC(=CC(=N1)C1=CC=CC=C1)C1=CC=CC=C1